FC=1C=C2C(=CC=NC2=CC1OC)OC1=CC=C(C=C1)[SH2](=O)C=N (S)-{4-[(6-fluoro-7-methoxyquinolin-4-yl)oxy]phenyl}(imino)methyl-λ6-sulfanone